1-{3-(4-fluorophenyl)-4-[6-(1-methyl-1H-pyrazol-3-yl)furo[2,3-d]pyrimidin-4-yl]-1H-pyrazol-1-yl}-2-methylpropan-2-ol FC1=CC=C(C=C1)C1=NN(C=C1C=1C2=C(N=CN1)OC(=C2)C2=NN(C=C2)C)CC(C)(O)C